tert-Butyl (1-(((3-(isobutylthio)pyridin-2-yl)methyl)amino)-2-methyl-1-oxoprop-2-yl)carbamate C(C(C)C)SC=1C(=NC=CC1)CNC(C(C)(C)NC(OC(C)(C)C)=O)=O